C(C)OC(=O)C=1C=NC(=NC1)NC1CCCC2=CC=CC=C12 2-((1,2,3,4-tetrahydronaphthalen-1-yl)amino)pyrimidine-5-carboxylic acid ethyl ester